ClC1=CC=C2C(=NC(N(C2=C1)C1=C(C(=CC=C1)O)F)=O)NC 7-chloro-1-(2-fluoro-3-hydroxyphenyl)-4-(methylamino)quinazolin-2(1H)-one